tert-butyl 2-[7-(2-methoxy-4,6-dimethyl-phenyl)-1,8-naphthyridin-2-yl]morpholine-4-carboxylate COC1=C(C(=CC(=C1)C)C)C1=CC=C2C=CC(=NC2=N1)C1CN(CCO1)C(=O)OC(C)(C)C